COC=1C=C2C(=NC(=NC2=CC1OC)C)NC(C)C=1SC(=CC1)C=1C=NC(=NC1)OC 6,7-dimethoxy-N-{1-[5-(2-methoxypyrimidin-5-yl)thiophen-2-yl]ethyl}-2-methylquinazolin-4-amine